tert-butyl 4-((1'-(1-(2,6-dioxopiperidin-3-yl)-3-methyl-2-oxo-2,3-dihydro-1H-benzo[d]imidazol-5-yl)-[4,4'-bipiperidine]-1-yl)methyl)-4-fluoropiperidine-1-carboxylate O=C1NC(CCC1N1C(N(C2=C1C=CC(=C2)N2CCC(CC2)C2CCN(CC2)CC2(CCN(CC2)C(=O)OC(C)(C)C)F)C)=O)=O